4-(4-(ethoxycarbonyl)-1H-pyrazol-1-yl)piperidine-1-carboxylic acid tert-butyl ester C(C)(C)(C)OC(=O)N1CCC(CC1)N1N=CC(=C1)C(=O)OCC